N-(cinnamoyl)-3-methoxyaniline C(C=CC1=CC=CC=C1)(=O)NC1=CC(=CC=C1)OC